ethyleneglycol bisthiopropionate C(CC)(=S)OCCO